ClC=1C=2N(C(=C(C1)C(C)CC(C)(S(=O)N)C)N1CC(S(CC1)(=O)=O)C)C=NC2C#N 1-(8-chloro-1-cyano-5-(2-methyl-1,1-dioxidothiomorpholino)imidazo[1,5-a]pyridin-6-yl)ethyl-2-methylpropane-2-sulfinamide